NC1=CC(=C2C(=N1)C(C=1C(=CC=CC1O2)Cl)=O)C=2C=C1CN(CC1=CC2)CC2CCN(CC2)C2=CC(=C1CN(C(C1=C2)=O)C2C(NC(CC2)=O)=O)OC 3-(6-(4-((5-(2-amino-9-chloro-10-oxo-10H-chromeno[3,2-b]pyridin-4-yl)isoindolin-2-yl)methyl)piperidin-1-yl)-4-methoxy-1-oxoisoindolin-2-yl)piperidine-2,6-dione